[Nb].[U].[N+](=O)([O-])C1=C(COC(=O)N2CCCC2)C=CC=C1 N-mono(2-nitrobenzyloxycarbonyl)pyrrolidine uranium niobium